tert-butyl (S)-2-(2-((1-(5-(2-((tert-butoxycarbonyl)amino)propan-2-yl)-1,3,4-oxadiazol-2-yl)-2-(1H-indol-3-yl)ethyl)carbamoyl)-2,3-dihydro-1H-inden-2-yl)acetate C(C)(C)(C)OC(=O)NC(C)(C)C1=NN=C(O1)[C@H](CC1=CNC2=CC=CC=C12)NC(=O)C1(CC2=CC=CC=C2C1)CC(=O)OC(C)(C)C